CCCC(C)C (R)-iso-hexane